bis[(di-tert-butylphosphino)cyclopentadienyl]iron CC(C)(C)P(C1=[C-]CC=C1)C(C)(C)C.CC(C)(C)P(C1=[C-]CC=C1)C(C)(C)C.[Fe+2]